C1N(CC12CNC2)C2=NC=C(C=N2)C2=NNC1=CC=C(C=C21)O[C@H](C)C2=C(C(=NC=C2Cl)C)Cl 3-[2-(2,6-diazaspiro[3.3]heptan-2-yl)pyrimidin-5-yl]-5-[(1R)-1-(3,5-dichloro-2-methyl-4-pyridyl)ethoxy]-1H-indazole